C(C)(C)(C)P(C(C)(C)C)CC1=NC=CC=C1 2-((di-t-butylphosphino)methyl)pyridine